1'-acetyl-8-chloro-6-(pyrimidin-4-ylamino)-2H-spiro[imidazo[1,5-a]pyridine-3,4'-piperidine]-1,5-dione C(C)(=O)N1CCC2(CC1)NC(C=1N2C(C(=CC1Cl)NC1=NC=NC=C1)=O)=O